1-(3,5-dichlorophenyl)-3-(3,5-dibromophenyl)urea ClC=1C=C(C=C(C1)Cl)NC(=O)NC1=CC(=CC(=C1)Br)Br